C1(CC1)C1=CC(=NC=C1)C(=O)NC1=CC(=C(C=C1)C)NC1=NC=CC=C1C1=C2N=CN(C2=NC=N1)C1OCCCC1 4-cyclopropyl-N-(4-methyl-3-((3-(9-(tetrahydro-2H-pyran-2-yl)-9H-purin-6-yl)pyridin-2-yl)amino)phenyl)picolinamide